C(C)(=O)N1CCN(C2=CC=CC=C12)C1CCN(CC1)C(CC1=CC=C(C=C1)C(F)(F)F)=O 1-(4-(4-acetyl-3,4-dihydroquinoxalin-1(2H)-yl)piperidin-1-yl)-2-(4-(trifluoromethyl)phenyl)ethanone